(8aS)-5-bromo-4-fluoro-2-(methylsulfinyl)-8a,9,10,11-tetrahydro-8H-pyrrolo[2',1':3,4][1,4]oxazepino[5,6,7-de]quinazoline BrC=1C=C2C3=C(N=C(N=C3C1F)S(=O)C)N1[C@H](CO2)CCC1